C(C)C=1C(N2[C@H]([C@H](CCC2=CC1)NS(=O)(=O)C)COC1CCC(CC1)C1=CC=CC=C1)=O |o1:5,6| rel-N-[(3S,4R)-7-ethyl-6-oxo-4-({[(1s,4S)-4-phenylcyclohexyl]oxy}methyl)-1,3,4,6-tetrahydro-2H-quinolizin-3-yl]methanesulfonamide